BrC1=C2C=C(N(C2=C(C=C1)F)[Si](C)(C)C(C)(C)C)O[Si](C)(C)C(C)(C)C 4-bromo-1-(tert-butyldimethylsilyl)-2-((tert-butyldimethylsilyl)oxy)-7-fluoro-1H-indole